8-amino-6-(5-methyl-2-oxo-1H-pyridin-4-yl)-2,7-naphthyridine NC=1N=C(C=C2C=CN=CC12)C1=CC(NC=C1C)=O